FC1([C@H](CN(CC1)[C@H](C(=O)NC1=NC=C(N=C1)OC1=CC=C(C=C1)F)C)C1=CNC(C(=C1)CS(=O)(=O)C)=O)F (S)-2-((S)-4,4-difluoro-3-(5-((methylsulfonyl)methyl)-6-oxo-1,6-dihydropyridin-3-yl)piperidin-1-yl)-N-(5-(4-fluorophenoxy)pyrazin-2-yl)propanamide